CS(=O)(=O)OCC=1C(=NC(=CC1C)C1CN(C1)C1=C(C=CC=C1Cl)Cl)C (6-(1-(2,6-dichlorophenyl)azetidin-3-yl)-2,4-dimethylpyridin-3-yl)methyl methanesulfonate